FC1([C@H]([C@@H]1C=C)CO)F |r| rac-((1R,3S)-2,2-difluoro-3-vinylcyclopropyl)methanol